(R)-N-((1,4-dioxan-2-yl)methyl)-4-(4-chlorophenyl)phthalazin O1[C@@H](COCC1)CN1CC2=CC=CC=C2C(=N1)C1=CC=C(C=C1)Cl